C(C)(C)(C)C=1C=C(C=CC1)N1N=C2C=CC(=CC2=C1)/C=C/C(=O)O (E)-3-(2-(3-(tert-Butyl)phenyl)-2H-indazol-5-yl)acrylic acid